C1(=CC=CC=C1)C1N(CCC(C1)C(=O)O)C(C=CC=1C=NC=CC1)=O phenyl-1-(3-(pyridin-3-yl)propenoyl)piperidine-4-carboxylic acid